FC(C=1C=C(C=NC1)OC1=CC=C(C=C1)C1=CC=CN2C1=NS(CC2)(=O)=O)(F)F 9-(4-{[5-(trifluoromethyl)pyridin-3-yl]oxy}phenyl)-3,4-dihydropyrido[2,1-c][1,2,4]thiadiazine 2,2-dioxide